ClC=1C=C(CNC=2C(=C(C=CC2)N2CCN(CC2)C(=O)OC(C)(C)C)[N+](=O)[O-])C=CC1F Tert-Butyl 4-(3-((3-Chloro-4-Fluorobenzyl)Amino)-2-Nitrophenyl)Piperazine-1-Carboxylate